FC(OC1=C(C=C(C=C1)SC)C1=NN(C=C1NC(=O)C=1C=NN2C1N=CC=C2)[C@@H]2CN(CCC2)C)F (S)-N-(3-(2-(difluoromethoxy)-5-(methylthio)phenyl)-1-(1-methylpiperidin-3-yl)-1H-pyrazol-4-yl)pyrazolo[1,5-a]pyrimidine-3-carboxamide